C(C)C(COCC(COCC(CCCC)CC)OCC(CCCC)CC)CCCC 1,2,3-tris(2-ethylhexyl-oxy)propane